ClC1=NC=C2N=C(N(C2=N1)C1CCSCC1)Cl 2,8-dichloro-9-(tetrahydro-2H-thiopyran-4-yl)-9H-purine